ethyl 6-hydroxy-1H-pyrazolo[3,4-b]pyridine-4-carboxylate OC=1C=C(C2=C(N1)NN=C2)C(=O)OCC